F[C@@H]1CN(CC[C@@H]1C1=CN2C(=NC(=CC2=O)OS(=O)(=O)C2=CC=C(C=C2)C)S1)C(=O)OC(C)(C)C tert-butyl (3S,4S)-3-fluoro-4-[5-oxo-7-(p-tolylsulfonyloxy)thiazolo[3,2-a]pyrimidin-2-yl]piperidine-1-carboxylate